9-(pyridin-2-yl)-9H-purine N1=C(C=CC=C1)N1C2=NC=NC=C2N=C1